1-((4-(piperidin-4-yl)phenyl)amino)-3-azabicyclo[3.1.1]heptane-2,4-dione hydrochloride Cl.N1CCC(CC1)C1=CC=C(C=C1)NC12C(NC(C(C1)C2)=O)=O